CC(CC([2H])([2H])N1N=CC(=C1C(F)(F)F)C(=O)OCC)(C)O[Si](C)(C)C Ethyl 1-(3-methyl-3-((trimethylsilyl)oxy)butyl-1,1-d2)-5-(trifluoromethyl)-1H-pyrazole-4-carboxylate